ClCC1=NC=CC2=C1OCO2 4-(chloromethyl)-[1,3]dioxolo[4,5-c]pyridine